C(C)(=O)OC=1C=C(C=CC1C(=O)OC)C1N(CCN(C1)CC(F)(F)F)CC1=C2C=CN(C2=C(C=C1OC)C)C(=O)OC(C)(C)C tertbutyl 4-((2-(3-acetoxy-4-(methoxycarbonyl)phenyl)-4-(2,2,2-trifluoroethyl)piperazin-1-yl)methyl)-5-methoxy-7-methyl-1H-indole-1-carboxylate